4,6-difluoro-5-iodo-1-methyl-1H-benzo[d][1,2,3]triazole FC1=C(C(=CC=2N(N=NC21)C)F)I